(1-fluoroethoxy)-1-methyl-1H-benzo[d]imidazole-6-carboxylic acid FC(C)OC1=NC2=C(N1C)C=C(C=C2)C(=O)O